N(=[N+]=[N-])CC1=CC=C(C=C1)C 4-(azidomethyl)-1-methylbenzene